CC1([C@@H]2CC[C@]1([C@H](C2)O)CS)C (1S)-(-)-10-mercaptoborneol